COC(=O)N1CCC(CC1)CN1CCC(CC1)C1=CC=C2C(=NN(C2=C1)C)C1C(NC(CC1)=O)=O methyl-4-((4-(3-(2,6-dioxopiperidin-3-yl)-1-methyl-1H-indazol-6-yl)piperidin-1-yl)methyl)piperidine-1-carboxylate